ClC1=C(N=NC(=C1)Cl)C(=O)NOCC 4,6-dichloro-N-Ethoxypyridazine-3-carboxamide